1-(2,2-difluoroethyl)-6-((2S,5S)-2-methyl-5-(((2-(trifluoromethyl)pyridin-3-yl)oxy)methyl)piperidin-1-yl)-1H-pyrazolo[3,4-b]pyrazine FC(CN1N=CC=2C1=NC(=CN2)N2[C@H](CC[C@@H](C2)COC=2C(=NC=CC2)C(F)(F)F)C)F